2,5-Bis(aminomethyl)-furan NCC=1OC(=CC1)CN